tri(isopropanol) aluminum [Al].C(C)(C)O.C(C)(C)O.C(C)(C)O